1,3-diazepin-2-one N=1C(N=CC=CC1)=O